CC(C)(C)OC(=O)N1CCN(CC1)C(=O)C=1SC=CC1.C(C1=CC=CC=C1)OCCC(=O)C1=CC(=NC=C1)F 3-benzyloxy-1-(2-fluoro-4-pyridyl)propan-1-one 1,1-Dimethylethyl-4-(2-thienylcarbonyl)-1-piperazinecarboxylate